tert-Butyl 7-[8-(tert-butoxycarbonylamino)-7-fluoro-3-(tetrahydropyran-4-ylsulfanylcarbonylamino)-6-isoquinolyl]-8-methyl-2,3-dihydropyrido[2,3-b][1,4]oxazine-1-carboxylate C(C)(C)(C)OC(=O)NC=1C(=C(C=C2C=C(N=CC12)NC(=O)SC1CCOCC1)C1=C(C2=C(OCCN2C(=O)OC(C)(C)C)N=C1)C)F